OC=1C(=CC2=CC=CC=C2C1)B(O)O (3-hydroxynaphthalene-2-yl)boronic acid